3,5-bis(α-methylbenzyl)salicylate CC(C1=CC=CC=C1)C1=C(C(C(=O)[O-])=CC(=C1)C(C1=CC=CC=C1)C)O